1-amino-3,5,5-trimethylcyclohexane NC1CC(CC(C1)(C)C)C